C1(=CC=CC=C1)CCCC(=O)N[C@@H](CC(C)C)C(=O)N[C@@H](CC1=CC=CC=C1)C(=O)N[C@@H](CC(C)C)C(=O)CCOC phenylbutyryl-L-leucyl-N-[(1S)-3-methyl-1-[[(2R)-2-methyloxyethyl]carbonyl]butyl]-L-phenylalaninamide